BrC1=CC(=C(O[C@H](C(=O)NS(=O)(=O)C2CC2)C)C=C1)C(CC)(F)F (S)-2-(4-bromo-2-(1,1-difluoropropyl)phenoxy)-N-(cyclopropylsulfonyl)propanamide